C(C)(C)N1N=CC2=C1N=C(NC2=O)SCC(=O)O 2-((1-isopropyl-4-oxo-4,5-dihydro-1H-pyrazolo[3,4-d]pyrimidin-6-yl)thio)acetic acid